C1C(CC2=CC=CC=C12)=O 2,3-dihydro-1H-inden-2-one